S1C(=CC=C1)CNC(=S)N 1-(thiophen-2-ylmethyl)thiourea